C1(CC1)C([C@H](NC(=O)C1=CC=NN1CC)C=1N=C2N(N=C(C=C2)CC2(C(NC3(CC3)C2)=O)C(=O)OC)C1)C1CC1 Methyl 6-((2-((S)-2,2-dicyclopropyl-1-(1-ethyl-1H-pyrazole-5-carboxamido)ethyl)imidazo[1,2-b]pyridazin-6-yl)methyl)-5-oxo-4-azaspiro[2.4]heptane-6-carboxylate